N[C@H]1CC=CC[C@H]1C(=O)O |r| (±)-cis-6-(amino)-3-cyclohexene-1-carboxylic acid